FC(C(=O)O)(F)F.NC1=NN2C(N=CC=C2)=C1C(=O)NC(C)C=1C=C(C=2N(C1N1CC(CC1)(C)C#N)C=NC2)Cl 2-amino-N-(1-(8-chloro-5-(3-cyano-3-methylpyrrolidin-1-yl)imidazo[1,5-a]pyridin-6-yl)ethyl)pyrazolo[1,5-a]pyrimidine-3-carboxamide trifluoro-acetate salt